CN1C(=NC=C1[Sn](CCCC)(CCCC)CCCC)C1CCOCC1 1-methyl-2-(tetrahydro-2H-pyran-4-yl)-5-(tributylstannyl)-1H-imidazole